[NH4+].S(=O)(=O)([O-])[O-].C1(=CC=CC=C1)OC=CC.[NH4+] propenyl phenyl ether sulfate ammonium